COC1=NC=C(C(=N1)OC)C=1C=C(C=2N(N1)C=CN2)N2CC1(CC1C2)C(F)(F)F 6-(2,4-dimethoxypyrimidin-5-yl)-8-(1-(trifluoromethyl)-3-azabicyclo[3.1.0]hexan-3-yl)imidazo[1,2-b]pyridazine